5-(3-{(E)-2-[6-(benzyloxy)-7-methoxy-1,2,3,4-tetrahydroisoquinolin-1-yl]ethenyl}-4-methylphenyl)-N-methylpyrimidin-2-amine C(C1=CC=CC=C1)OC=1C=C2CCNC(C2=CC1OC)/C=C/C=1C=C(C=CC1C)C=1C=NC(=NC1)NC